(6-((5-bromo-2-((2-methoxy-4-morpholino-5-(thiophen-2-yl)phenyl)amino)pyrimidin-4-yl)amino)quinoxalin-5-yl)dimethylphosphine BrC=1C(=NC(=NC1)NC1=C(C=C(C(=C1)C=1SC=CC1)N1CCOCC1)OC)NC=1C(=C2N=CC=NC2=CC1)P(C)C